CO[Sn](OC)(OC)OC tetramethoxytin